FS(=O)(=O)[N-]S(=O)(=O)C(F)(F)F.[Li+] Lithium N-fluorosulfonyltrifluoro-methanesulfonylamide